4,5-dihydro-2H,3'H-spiro[furan-3,1'-isobenzofuran]-5'-methanol C12(OCC3=CC(=CC=C13)CO)COCC2